((6-(2-hydroxyethyl)benzo[d]thiazol-2-yl)methyl)carbamic acid tert-butyl ester C(C)(C)(C)OC(NCC=1SC2=C(N1)C=CC(=C2)CCO)=O